P(=O)([O-])([O-])[O-].[Ga+3] Gallium orthophosphat